[4-Fluoro-3-(7-morpholin-4-yl-quinazolin-4-yl)phenyl]-(3-methylpyrazin-2-yl)-methanol FC1=C(C=C(C=C1)C(O)C1=NC=CN=C1C)C1=NC=NC2=CC(=CC=C12)N1CCOCC1